CN(CCC1OCCO1)C 2-dimethylaminoethyl-[1,3]-dioxolane